ClC(OC1=CC=C(C=C1)NC(=O)C=1C=C(C2=C(N(C(=N2)C)C)C1)C=1C=NC=NC1)(F)F N-(4-(chlorodifluoromethoxy)phenyl)-1,2-dimethyl-4-(pyrimidin-5-yl)-1H-benzo[d]Imidazole-6-carboxamide